(2S)-2-(tert-butoxycarbonylamino)-4-(3-methyl-6-nitro-imidazo[4,5-b]pyridin-2-yl)butanoic acid C(C)(C)(C)OC(=O)N[C@H](C(=O)O)CCC1=NC=2C(=NC=C(C2)[N+](=O)[O-])N1C